methyl (2S,4R)-4-(difluoromethoxy)-1-((3-((2-fluoro-4-methylphenyl) amino)benzoyl)glycyl)pyrrolidine-2-carboxylate FC(O[C@@H]1C[C@H](N(C1)C(CNC(C1=CC(=CC=C1)NC1=C(C=C(C=C1)C)F)=O)=O)C(=O)OC)F